3-(Ethylsulfonyl)-7-(trifluoromethyl)imidazo[1,2-a]pyridin C(C)S(=O)(=O)C1=CN=C2N1C=CC(=C2)C(F)(F)F